IC=1C(=NC(NC1)=O)N 5-iodocytosine